[Li+].C(#N)C1=CC=C(C=2[NH+]=C(NC21)C(C(F)(F)F)(F)F)C#N 4,7-dicyano-2-pentafluoroethylbenzimidazolium lithium